ClC=1C=C(C(=O)NC=2C=C3C(=NNC3=C3C2C(NC3=O)C3=C(C=CC(=C3)F)Cl)C#N)C=C(C1)F 3-Chloro-N-(6-(2-chloro-5-fluorophenyl)-3-cyano-8-oxo-1,6,7,8-tetrahydropyrrolo[3,4-g]indazol-5-yl)-5-fluorobenzamide